COC(=O)[C@H]1CN(CC[C@@H]1NC(=O)C1=NOC(=C1)C1=C(C=C(C=C1)F)F)CC1CC1 (3S,4S)-1-Cyclopropylmethyl-4-{[5-(2,4-difluoro-phenyl)-isoxazole-3-carbonyl]-amino}-piperidine-3-carboxylic acid methyl ester